CN1C=NC(=C1)CNC1=CC(C1=O)=O 4-(((1-methyl-1H-imidazol-4-yl)methyl)amino)cyclobut-3-ene-1,2-dione